OCCC1=CC=C(C=C1)NC=1N=CC2=C(N1)CCS2(=O)=O ((4-(2-hydroxyethyl)phenyl)amino)-6,7-dihydrothieno[3,2-d]pyrimidine 5,5-dioxide